C(C1=CC=CC=C1)N1C[C@@]2(C[C@@H]([C@@](C1)(N2C(=O)OC(C)(C)C)C)O)C Tert-butyl (1S,5R,6S)-3-benzyl-6-hydroxy-1,5-dimethyl-3,8-diazabicyclo[3.2.1]octane-8-carboxylate